methyl (2S)-2-[[(2S)-2-[[(2S)-3-(4-fluorophenyl)-2-[(5-methylisoxazole-3-carbonyl)amino]propanoyl]amino]-4-methyl-pentanoyl]amino]-3-[(3S)-2-oxo-3-piperidyl]propanoate FC1=CC=C(C=C1)C[C@@H](C(=O)N[C@H](C(=O)N[C@H](C(=O)OC)C[C@H]1C(NCCC1)=O)CC(C)C)NC(=O)C1=NOC(=C1)C